1-[7-difluoromethyl-6-(1-methyl-1H-pyrazol-4-yl)-3,4-dihydro-2H-quinolin-1-yl]-7-(3,6-dihydro-2H-pyran-4-yl)-isoquinoline-3-carboxylic acid methyl ester COC(=O)C=1N=C(C2=CC(=CC=C2C1)C=1CCOCC1)N1CCCC2=CC(=C(C=C12)C(F)F)C=1C=NN(C1)C